C(OCI)(OC1=CC=C(C=C1)[N+](=O)[O-])=O iodomethyl 4-nitrophenyl carbonate